N1=C(C=CC=C1)C1C(C1)C(=O)N 2-(2-pyridyl)cyclopropanecarboxamide